3-(((tert-butyldimethylsilyl)oxy)methyl)-4-(trifluoromethoxy)benzaldehyde [Si](C)(C)(C(C)(C)C)OCC=1C=C(C=O)C=CC1OC(F)(F)F